6-methyl-4-(4,4,5,5-tetramethyl-1,3,2-dioxaborolan-2-yl)-2,3-dihydro-1H-indole CC1=CC(=C2CCNC2=C1)B1OC(C(O1)(C)C)(C)C